5-(5-(4-methoxyphenyl)-1-propionyl-4,5-dihydro-1H-pyrazol-3-yl)thieno[2,3-b]pyridin-6(7H)-one COC1=CC=C(C=C1)C1CC(=NN1C(CC)=O)C1=CC2=C(NC1=O)SC=C2